C(C1=CC=CC=C1)N1CCC2(CC1)OC(C1=CC(=CC=C12)Br)=O benzyl-5-bromo-3H-spiro[isobenzofuran-1,4'-piperidin]-3-one